N-{[3-(hydroxymethyl)pyridin-2-yl]methyl}-1,3-thiazole-4-carboxamide OCC=1C(=NC=CC1)CNC(=O)C=1N=CSC1